3-morpholino-quinoxaline-5-carbonitrile O1CCN(CC1)C=1C=NC=2C=CC=C(C2N1)C#N